C(C1=CC=CC=C1)OC(=O)C1OC(OC1)=O 2-oxo-1,3-dioxolane-4-carboxylic acid benzyl ester